di(heptylundecanol) adipate C(CCCCC(=O)O)(=O)O.C(CCCCCC)C(CCCCCCCCCC)O.C(CCCCCC)C(CCCCCCCCCC)O